tert-butyl (2R,3R)-3-amino-2-(3-bromobenzyl)pyrrolidine-1-carboxylate N[C@H]1[C@H](N(CC1)C(=O)OC(C)(C)C)CC1=CC(=CC=C1)Br